O1CCN(CC1)C(C(=O)C1=C[N-]C2=CC=C(C=C12)OC(F)(F)F)=O 3-(2-morpholino-2-oxoacetyl)-5-(trifluoromethoxy)-indol-1-ide